C(CCCCCCCCCCCCCCC)OC(CCN(C(CCCCCCCCCCCCCCC)=O)CCO)O N-(hexadecyloxyhydroxypropyl)-N-hydroxyethyl-hexadecanamide